BrC1=CC2=C(C(=NO2)CO)C=C1 (6-bromo-1,2-benzoOxazol-3-yl)methanol